Br[Si]1(C[Si](CCC1)(CC)CC)CC 1-bromo-1,3,3-triethyl-1,3-disilacyclohexane